C(C)(C)(C)OC(=O)N1CCOC2(CN(C2)C2=NC=C(C=N2)Br)C1 2-(5-bromopyrimidin-2-yl)-5-oxa-2,8-diazaspiro[3.5]nonane-8-carboxylic acid tert-butyl ester